N-(3-Aminophenyl)sulfonyl-2-(2,6-dimethylphenoxy)-6-(trifluoromethyl)pyridin-3-carboxamid NC=1C=C(C=CC1)S(=O)(=O)NC(=O)C=1C(=NC(=CC1)C(F)(F)F)OC1=C(C=CC=C1C)C